Cl.O[C@H]1C[C@@H](N(C1)CC1=NC2=C(N1)C=CC(=C2)NC(C2=CC=C(C=C2)C2CCNCC2)=O)C N-(2-(((2S,4S)-4-hydroxy-2-methylpyrrolidin-1-yl)methyl)-1H-benzo[d]imidazol-5-yl)-4-(piperidin-4-yl)benzamide hydrochloride